C1(CC1)C([C@@H](C=1OC2=C(N1)C=C(C=C2)CN2C(N[C@@H](C2)C(F)(F)F)=O)NC(C(C2=CC=C(C=C2)C)(F)F)=O)C2CC2 N-((S)-2,2-dicyclopropyl-1-(5-(((S)-2-oxo-4-(trifluoromethyl)imidazolidin-1-yl)methyl)benzo[d]oxazol-2-yl)ethyl)-2,2-difluoro-2-(p-tolyl)acetamide